FC1(CCN(CC1)C1=NC=CC(=N1)C1=CC=C(C=C1)OCCOC)C(=O)NC1(CCN2CCC1CC2)C 4-fluoro-1-(4-(4-(2-methoxyethoxy)phenyl)pyrimidin-2-yl)-N-(4-methyl-1-azabicyclo[3.2.2]non-4-yl)piperidine-4-carboxamide